FC(C=1C=C(C=CC1)C1=C(NC=2C1=NC=CC2)C2=C(C=NC=C2)O[C@H]2CN(CC2)C(C=C)=O)(F)F 1-{(3R)-3-[(4-{3-[3-(trifluoromethyl)phenyl]-1H-pyrrolo[3,2-b]pyridin-2-yl}pyridin-3-yl)oxy]pyrrolidin-1-yl}prop-2-en-1-one